3-boronophenylacetic acid B(O)(O)C=1C=C(C=CC1)CC(=O)O